C1(=CC=CC=C1)N=NC1=CC=C(C=C1)N=C=O p-Phenylazophenylisocyanat